CP(C1=C(SC=C1P(C)C)C1CCCC1)C 3,4-bis(dimethylphosphino)-2-cyclopentyl-thiophene